N-methyl-1-(4H-thieno[2,3-c]chromen-4-yl)methanamine CNCC1OC=2C=CC=CC2C2=C1SC=C2